ONC(=O)[C@@H]1N(CCSC1(C)C)S(=O)(=O)C1=CC=C(C=C1)OCC#CCO (3S)-N-hydroxy-4-({4-[(4-hydroxy-2-butynyl)oxy]phenyl}sulfonyl)-2,2-dimethyl-3-thiomorpholincarboxamide